(S)-4-amino-7-fluoro-N-(1-methyl-1H-pyrazol-4-yl)-N-(6-(trifluoromethyl)-2,3-dihydrofuro[2,3-b]pyridin-3-yl)imidazo[1,5-a]quinoxaline-8-carboxamide NC=1C=2N(C3=CC(=C(C=C3N1)F)C(=O)N([C@@H]1COC3=NC(=CC=C31)C(F)(F)F)C=3C=NN(C3)C)C=NC2